2,5-di-tert-butylpyridinium trifluoromethanesulfonate FC(S(=O)(=O)[O-])(F)F.C(C)(C)(C)C1=[NH+]C=C(C=C1)C(C)(C)C